4-fluoro-2-{[(7-oxo-5-propyl-7,8-dihydro[1,2,4]triazolo[4,3-a]pyrimidin-3-yl)sulfanyl]methyl}benzonitril FC1=CC(=C(C#N)C=C1)CSC1=NN=C2N1C(=CC(N2)=O)CCC